C1N(CC2=CC=CC=C12)CC1=C(C=C(OCC2=CC=C(C(=O)N(C)C)C=C2)C=C1)OC 4-((4-(Isoindolin-2-ylmethyl)-3-methoxyphenoxy)methyl)-N,N-dimethyl-benzamide